ClC1=CC=C(C2=C1C=CO2)C C4-chloro-7-methyl-1-benzofuran